benzyl (R)-1-(3,5-dichlorobenzamido)-6-azaspiro[2.5]octane-6-carboxylate ClC=1C=C(C(=O)N[C@@H]2CC23CCN(CC3)C(=O)OCC3=CC=CC=C3)C=C(C1)Cl